2-(3,5-Dichloro-4-((2-(pyridin-4-ylmethyl)-1-oxo-1,2,3,4-tetrahydroisoquinolin-6-yl)Oxy)phenyl)-3,5-dioxo-2,3,4,5-tetrahydro-1,2,4-triazine-6-carboxylic acid ClC=1C=C(C=C(C1OC=1C=C2CCN(C(C2=CC1)=O)CC1=CC=NC=C1)Cl)N1N=C(C(NC1=O)=O)C(=O)O